2-[(3,4,6,7-tetrahydro-4-oxo-3-phenylthieno[3,2-d]pyrimidin-2-yl)thio]acetamide O=C1C2=C(N=C(N1C1=CC=CC=C1)SCC(=O)N)CCS2